C(C)(C)N(S(O[C@H]1[C@@H](N(C1=O)C=1C=C2C=3C=CC=CC3C=CC2=C2C=CC=CC12)C1=NC=C(C=C1)F)(=O)=O)C |r| (±)-Trans-N-(chrysen-6-yl)-2-(5-fluoropyridin-2-yl)-4-oxoazetidin-3-yl isopropyl(methyl)sulfamate